Cl.COC(=O)[C@H]1NC[C@@H](C1)SC(C)C.C(C)(C)S[C@@H]1C[C@H](NC1)C(=O)OC methyl (2S,4R)-4-(isopropylthio)pyrrolidine-2-carboxylate methyl-(2S,4R)-4-(isopropylthio)pyrrolidine-2-carboxylate hydrochloride